Sodium Carbonate Nitrite N(=O)[O-].C(O)(O)=O.[Na+]